C(C1=CC=CC=C1)(=O)ON=C(C(=O)C1=CC=C(C=C1)SC1=CC=CC=C1)C(C)C1CCCC1 3-cyclopentyl-1-[4-(phenylsulfanyl)phenyl]-1,2-butanedione-2-(O-benzoyloxime)